(S)-8-(2,4-difluorophenyl)-3-methyl-6-(5-(1-methyl-1H-pyrazol-4-yl)-4-oxa-7-azaspiro[2.5]octan-7-yl)-2-(trifluoromethyl)pyrimido[5,4-d]pyrimidin-4(3H)-one FC1=C(C=CC(=C1)F)C1=NC(=NC2=C1N=C(N(C2=O)C)C(F)(F)F)N2C[C@@H](OC1(CC1)C2)C=2C=NN(C2)C